C(C=C)N1[C@H](CC2(C[C@H]1C=1N=NN(C1)C)OC(C1=CC(=CC=C12)Cl)C(=O)N)C (2'S,6'S)-allyl-6-chloro-2'-methyl-6'-(1-methyltriazol-4-yl)spiro[1H-isobenzofuran-3,4'-piperidine]-1-carboxamide